Propargylether C(C#C)OCC#C